(R)-6-cyclopropyl-1-methyl-4-((1-(2-methyl-3-(Trifluoromethyl)phenyl)ethyl)amino)pyrido[3,4-d]pyridazin-7(6H)-one C1(CC1)N1C=C2C(=NN=C(C2=CC1=O)C)N[C@H](C)C1=C(C(=CC=C1)C(F)(F)F)C